4-(2-(6-(4-acetamido-2-chlorophenyl)-4-methyl-1,1-dioxido-1,2,6-thiadiazinan-2-yl)acetamido)adamantane-1-carboxamide Platinum [Pt].C(C)(=O)NC1=CC(=C(C=C1)N1CC(CN(S1(=O)=O)CC(=O)NC1C2CC3(CC(CC1C3)C2)C(=O)N)C)Cl